tert-Butyl 2-(6-bromo-1-oxo-2,3-dihydro-1H-isoindol-2-yl)acetate BrC1=CC=C2CN(C(C2=C1)=O)CC(=O)OC(C)(C)C